5-amino-6-(5-methyl-1H-indazol-4-yl)-2-(4-((2,2,2-trifluoroethyl)amino)pyridin-3-yl)pyrimidine-4-carboxamide NC=1C(=NC(=NC1C1=C2C=NNC2=CC=C1C)C=1C=NC=CC1NCC(F)(F)F)C(=O)N